N-(2-methoxyethyl)-1,3,4-oxadiazol-2-amine COCCNC=1OC=NN1